C(=C)OC1CC(NC(C1)(C)C)(C)C 4-(ethenyloxy)-2,2,6,6-tetramethylpiperidine